tert-butyl N-methyl-N-[[1-(3-methyl-2-oxo-1H-1,3-benzodiazol-5-yl)piperidin-4-yl]methyl]carbamate CN(C(OC(C)(C)C)=O)CC1CCN(CC1)C1=CC2=C(NC(N2C)=O)C=C1